FS(C1=CC=C(NC2=NC=CC=C2C(=O)NN)C=C1)(F)(F)(F)F 2-[4-(Pentafluoro-λ6-sulfanyl)anilino]pyridine-3-carbohydrazide